C(C1=CC=CC=C1)OC(C(=O)O)C(C=C)(F)F 2-benzyloxy-3,3-difluoro-pent-4-enoic acid